C1(CC1)[C@@H](C1=NC=2N(C=C1)C=C(N2)[C@@H](NC(=O)C2C(C2)C(F)(F)F)C2CCC(CC2)(F)F)NC(CC2CC(C2)(F)F)=O N-((S)-(7-((S)-Cyclopropyl(2-(3,3-difluorocyclobutyl)acetamido)methyl)imidazo[1,2-a]pyrimidin-2-yl)(4,4-difluorocyclohexyl)methyl)-2-(trifluoromethyl)cyclopropane-1-carboxamide